CC=1C=C(C=NC1)S(=O)(=O)C1=CC=C(C=C1)CNC(=O)C1=CC=2C(=CN=CC2)S1 N-{[4-(5-methylpyridine-3-sulfonyl)phenyl]methyl}thieno[2,3-c]pyridine-2-carboxamide